FC(OC[C@@H](C1=CC(=CC=C1)OC(F)F)NC(CC(CC(C)C)(C)O)=O)F N-((R)-2-(difluoromethoxy)-1-(3-(difluoromethoxy)phenyl)ethyl)-3-hydroxy-3,5-dimethylhexanamide